CN1C(CN2C(CC1)=CC(=N2)C=2C=C(C=1N=CN=C(C1N2)N[C@@H]2CNCCC2)C(=O)N)=O (S)-6-(6-methyl-7-oxo-5,6,7,8-tetrahydro-4H-pyrazolo[1,5-d][1,4]diazepin-2-yl)-4-(piperidin-3-ylamino)pyrido[3,2-d]pyrimidine-8-carboxamide